1-((2S,5R)-5-(4-((3-fluoro-5-(1,3,5-trimethyl-1H-pyrazol-4-yl)phenyl)amino)-6-(pyrazin-2-yl)pyrimidin-2-yl)-2-methylpiperidin-1-yl)ethan-1-one FC=1C=C(C=C(C1)C=1C(=NN(C1C)C)C)NC1=NC(=NC(=C1)C1=NC=CN=C1)[C@@H]1CC[C@@H](N(C1)C(C)=O)C